tert-butyl 4-(2-(3-(2-((1,5-dimethyl-1H-pyrazol-3-yl) amino)-5-methylpyrimidin-4-yl)-1H-indol-7-yl)-1-oxoisoindolin-4-yl)-5,6-dihydropyridine-1(2H)-carboxylate CN1N=C(C=C1C)NC1=NC=C(C(=N1)C1=CNC2=C(C=CC=C12)N1C(C2=CC=CC(=C2C1)C1=CCN(CC1)C(=O)OC(C)(C)C)=O)C